methyl 4-((2-amino-4-((2-methoxyethyl)amino)-5-oxopyrido[4,3-d]pyrimidin-6(5H)-yl)methyl)benzoate NC=1N=C(C2=C(N1)C=CN(C2=O)CC2=CC=C(C(=O)OC)C=C2)NCCOC